S(=O)(=O)([O-])C1=CC=C(C)C=C1.C[N+]1=CC=C(C=C1)C=1C2=CC=C(N2)C(=C2C=CC(C(=C3C=CC(=C(C=4C=CC1N4)C4=CC=[N+](C=C4)C)N3)C3=CC=[N+](C=C3)C)=N2)C2=CC=[N+](C=C2)C.S(=O)(=O)([O-])C2=CC=C(C)C=C2.S(=O)(=O)([O-])C2=CC=C(C)C=C2.S(=O)(=O)([O-])C2=CC=C(C)C=C2 5,10,15,20-Tetrakis(1-methylpyridinium-4-yl)porphyrin tosylate